O'-p-toluyltartaric acid C1(=CC=C(C=C1)OC(C(C(C(=O)O)O)O)=O)C